3-(((6-(((3-acetoxypropyl)(methoxy)phosphoryl)oxy)-5'-methyl-4-pentyl-2'-(prop-1-en-2-yl)-1',2',3',4'-tetrahydro-[1,1'-biphenyl]-2-yl)oxy)(methoxy)phosphoryl)propyl acetate C(C)(=O)OCCCP(=O)(OC)OC1=C(C(=CC(=C1)CCCCC)OP(=O)(OC)CCCOC(C)=O)C1C(CCC(=C1)C)C(=C)C